ClC1=NC=C(C(=N1)NCC1=C(C=CC=C1C)CC)C(=O)N 2-chloro-4-((2-ethyl-6-methylbenzyl)amino)pyrimidin-5-carboxamide